OC[C@H](C1=CC=CC=C1)NC1=CC(=NC=C1C1=NC(=NO1)C)NC1=CC=C2C(=N1)N(N(C2=O)C)C(C)C (S)-6-((4-((2-hydroxy-1-phenylethyl)amino)-5-(3-methyl-1,2,4-oxadiazol-5-yl)pyridin-2-yl)amino)-1-isopropyl-2-methyl-1,2-dihydro-3H-pyrazolo[3,4-b]pyridin-3-one